FC(C1=CC=C(OC2=C3C=CC(=CC3=CC=C2)C(=O)N2CC(C2)CNS(=O)(=O)C)C=C1)(F)F N-((1-(5-(4-(trifluoromethyl)phenoxy)-2-naphthoyl)azetidin-3-yl)methyl)methanesulfonamide